4-chloro-2-(6-(((1S,3S)-3-((7-(trifluoromethyl)-[1,2,4]triazolo[1,5-a]pyridin-2-yl)amino)cyclopentyl)amino)pyridin-3-yl)-2,3-dihydro-1H-pyrrolo[3,4-c]pyridin-1-one ClC1=NC=CC2=C1CN(C2=O)C=2C=NC(=CC2)N[C@@H]2C[C@H](CC2)NC2=NN1C(C=C(C=C1)C(F)(F)F)=N2